FC=1C=C(C=CC1OC1=C2C(=NC=C1)C=C(S2)C2=NC=C(C=C2)CN2CCCC2)NC(=O)C2=C1C(=CN(C2=O)C2=CC=C(C=C2)F)CCO1 N-(3-fluoro-4-((2-(5-(pyrrolidin-1-ylmethyl)pyridin-2-yl)thieno[3,2-b]pyridin-7-yl)oxy)phenyl)-5-(4-fluorophenyl)-6-oxo-2,3,5,6-tetrahydrofuro[3,2-c]pyridine-7-carboxamide